C(C)(C)(C)OC(=O)N1CCC(CC1)C1=C2CCCN(C2=CC=C1)[C@H]1C(NC(CC1)=O)=O 4-[1-[(3R)-2,6-dioxo-3-piperidinyl]-3,4-dihydro-2H-quinolin-5-yl]piperidine-1-carboxylic acid tert-butyl ester